tert-butyl (R)-3-(6,7-dichloro-3-(2-methoxyethyl)-4-oxo-3,4-dihydroquinazolin-2-yl)piperidine-1-carboxylate ClC=1C=C2C(N(C(=NC2=CC1Cl)[C@H]1CN(CCC1)C(=O)OC(C)(C)C)CCOC)=O